ethyl 3-(4-bromo-2,5-dimethoxy-phenyl)-2-methylpropanoate BrC1=CC(=C(C=C1OC)CC(C(=O)OCC)C)OC